N1CC(C1)C1=NC=C(C=C1)C1=C(C=C(C=C1)Cl)S(=O)(=O)C (azetidin-3-yl)-5-(4-chloro-2-methylsulfonyl-phenyl)pyridine